FC1=CC=C(C=C1)C1=C(N=C(C2=CC3=C(C=C12)C=NN3)N=[S@@](=O)(C3=CC=CC=C3)C)C(C)C (S)-((5-(4-fluorophenyl)-6-isopropyl-1H-pyrazolo[4,3-g]isoquinolin-8-yl)imino)(methyl)(phenyl)-λ6-sulfanone